C1(=CC=CC=C1)CCCCC(CC)C 1-Phenyl-5-methylheptane